OC[C@@H]1OCCN(C1)C1=NC(=NC(=N1)N1CCOCC1)C1=CC=C(C=C1)NC(=O)NC=1C=C2COC(C2=CC1)=O (R)-1-(4-(4-(2-(hydroxymethyl)morpholino)-6-morpholino-1,3,5-triazin-2-yl)phenyl)-3-(1-oxo-1,3-dihydroisobenzofuran-5-yl)urea